(S)-N-((S)-cyano((R)-spiro[2.5]octan-5-yl)methyl)-4-methylbenzenesulfinamide C(#N)[C@@H](N[S@@](=O)C1=CC=C(C=C1)C)[C@H]1CC2(CC2)CCC1